4-[[5-(4-chloro-2-methoxy-anilino)-4-methyl-3-pyridyl]methyl]-3-fluoro-N-(methylsulfamoyl)pyridin-2-amine ClC1=CC(=C(NC=2C(=C(C=NC2)CC2=C(C(=NC=C2)NS(NC)(=O)=O)F)C)C=C1)OC